C(C)(C)C1=C(C=CC=C1)C=1N=C(C2=C(N1)C=CC=N2)NCC2=CC=C(C=C2)C=2N(C=C(N2)C(F)(F)F)C 2-(2-Isopropylphenyl)-N-(4-(1-methyl-4-(trifluoromethyl)-1H-imidazol-2-yl)benzyl)pyrido[3,2-d]pyrimidin-4-amine